CC1=C(C=NO1)C(=O)NC1=CNC2=CC=C(C=C12)OC1CC(C1)C1=CC=C(C=C1)C(F)(F)F 5-methyl-N-(5-((1s,3s)-3-(4-(trifluoromethyl)phenyl)cyclobutoxy)-1H-indol-3-yl)isoxazole-4-carboxamide